ClC1=C(C=C(C=C1)N1CCNCC1)C1CC1 1-(4-chloro-3-cyclopropyl-phenyl)piperazine